(2R,6R)-4-({2-[(6-ethylpyridin-3-yl)oxy]-6-fluorophenyl}methyl)-6-methyl-1-(2-methylpropanoyl)-N-{[4-(pyrimidin-2-yl)phenyl]methyl}piperazine-2-carboxamide C(C)C1=CC=C(C=N1)OC1=C(C(=CC=C1)F)CN1C[C@@H](N([C@@H](C1)C)C(C(C)C)=O)C(=O)NCC1=CC=C(C=C1)C1=NC=CC=N1